3-methoxy-4-(pyrrolidin-1-yl)benzoic acid COC=1C=C(C(=O)O)C=CC1N1CCCC1